((S)-1-(3-chloro-2-(chloromethyl)-5-fluorophenyl)ethyl)-5-hydroxypiperidin-2-one ClC=1C(=C(C=C(C1)F)[C@H](C)N1C(CCC(C1)O)=O)CCl